(S)-4-azido-7-chloroisochromane N(=[N+]=[N-])[C@@H]1COCC2=CC(=CC=C12)Cl